isopropoxy(phenyl)silane C(C)(C)O[SiH2]C1=CC=CC=C1